C12CCCC(CCC1)B2CC2CC1(CN(C1)C(=O)OC(C)(C)C)C2 tert-Butyl 6-((9-borabicyclo[3.3.1]nonan-9-yl)methyl)-2-azaspiro[3.3]heptane-2-carboxylate